2-[4-methyl-7-[(3R)-1-methyl-3-piperidyl]imidazo[4,5-c]pyridazin-3-yl]phenol CC=1C2=C(N=NC1C1=C(C=CC=C1)O)N(C=N2)[C@H]2CN(CCC2)C